COC1=NC(=CC=C1NC(=O)C=1C(=NOC1C)C1=CC=CC=C1)C1=CNC2=NC=CC=C21 N-(2-Methoxy-6-(1H-pyrrolo[2,3-b]pyridin-3-yl)pyridin-3-yl)-5-methyl-3-phenylisoxazole-4-carboxamide